BrC1=NN(C(=C1)Br)C1=CC(=CC=C1)OCC 3,5-dibromo-1-(3-ethoxyphenyl)-1H-pyrazole